FC=1C=C(C=CC1F)N1N=C2N(C1=O)[C@@H](CC2)C2=NC=CN=C2 (5S)-2-(3,4-difluorophenyl)-5-(pyrazin-2-yl)-2,5,6,7-tetrahydro-3H-pyrrolo[2,1-c][1,2,4]triazol-3-one